C(CCCCCCCCCCCCC)(=O)OCCCCCCCCCCCCC Tridecyl [myristate]